FC(S(=O)(=O)[O-])(F)F.[Ag+2].FC(S(=O)(=O)[O-])(F)F silver(II) trifluoromethanesulfonate